CN1C(=NC2=C1C=CC(=C2)C(=O)N2C[C@@H](CCC2)N)C=2N(C1=CC=CC=C1C2)CCOC (3R)-1-[(1-Methyl-2-{1-[2-(methyloxy)ethyl]-1H-indol-2-yl}-1H-benzimidazol-5-yl)carbonyl]-3-piperidinamin